[2-(2,4-difluorophenyl)triazol-4-yl]methanone benzyl-4-(6-methyl-3-oxo-3,4-dihydroquinoxalin-2-yl)piperidine-1-carboxylate C(C1=CC=CC=C1)OC(=O)N1CCC(CC1)C1=NC2=CC=C(C=C2NC1=O)C.FC1=C(C=CC(=C1)F)N1N=CC(=N1)C=O